7-fluoro-3-oxo-2,3-dihydro-1H-isoindol FC=1C=CC=C2C(NCC12)=O